COC=1C(=NC=C(N1)B1OC(C(O1)(C)C)(C)C)CN(C(OC(C)(C)C)=O)C[C@H]1NC(CC1)=O tert-Butyl (S)-((3-methoxy-5-(4,4,5,5-tetramethyl-1,3,2-dioxaborolan-2-yl)pyrazin-2-yl)methyl)((5-oxopyrrolidin-2-yl)-methyl)-carbamate